benzo[f][1,4]oxazocine C1C2=C(C=NC=CO1)C=CC=C2